6,7-Dichloro-4-((2S)-2-methyl-4-(2-propenoyl)-piperazinyl)-1-(2-(2-propanyl)phenyl)pyrido[2,3-d]pyrimidin-2(1H)-one ClC1=CC2=C(N(C(N=C2N2[C@H](CN(CC2)C(C=C)=O)C)=O)C2=C(C=CC=C2)C(C)C)N=C1Cl